phenylneopentyleneglycol phosphite Phosphorus [P+3].P([O-])([O-])[O-].C1(=CC=CC=C1)C(C(CO)(C)C)O